didodecyldimethylammonium perbromate Br(=O)(=O)(=O)[O-].C(CCCCCCCCCCC)[N+](C)(C)CCCCCCCCCCCC